C(C)(C)(C)OC(N[C@@H]1[C@@H](CCCC1)NC=1N=CC2=C(N1)C(=CN=C2C(F)F)C2=CNC1=CC(=CC=C21)C#N)=O {(1S,2R)-2-[8-(6-Cyano-1H-indol-3-yl)-5-difluoromethyl-pyrido[4,3-d]pyrimidin-2-ylamino]-cyclohexyl}-carbamic acid tert-butyl ester